(7R,14R)-11-chloro-1-(difluoromethoxy)-10-fluoro-6-(methyl-d3)-6,7-dihydro-7,14-methanobenzo[f]benzo[4,5]imidazo[1,2-a][1,4]diazocin-5(14H)-one ClC1=CC2=C(N=C3N2[C@H]2C4=C(C(N([C@@H]3C2)C([2H])([2H])[2H])=O)C=CC=C4OC(F)F)C=C1F